C(=CCCC)OC=CCCC n-pentenyl ether